CN(CCNC(=O)C1=C(C=CC(=N1)C=1C(=NC=CC1)OCC)N1[C@@H](CN(CC1)C(C1=C(C=C(C=C1)OC)C(F)(F)F)=O)CC)C N-[2-(dimethylamino)ethyl]-2'-ethoxy-5-[(2R)-2-ethyl-4-[4-methoxy-2-(trifluoromethyl)benzoyl]piperazin-1-yl]-[2,3'-bipyridine]-6-carboxamide